5-bromo-2-(4,4-difluoropiperidin-1-yl)-6-methylnicotinamide BrC=1C(=NC(=C(C(=O)N)C1)N1CCC(CC1)(F)F)C